tert-Butyl 3-((4-bromophenyl)(methyl)amino)-2-((tert-butyldimethylsilyl)oxy)-propanoate BrC1=CC=C(C=C1)N(CC(C(=O)OC(C)(C)C)O[Si](C)(C)C(C)(C)C)C